2,2-bis[4-(4,6-diphenyl-1,3,5-triazin-2-yl)phenyl]hexafluoropropane C1(=CC=CC=C1)C1=NC(=NC(=N1)C1=CC=CC=C1)C1=CC=C(C=C1)C(C(F)(F)F)(C(F)(F)F)C1=CC=C(C=C1)C1=NC(=NC(=N1)C1=CC=CC=C1)C1=CC=CC=C1